FC=1C(=CC(=NC1)OC)C=1CCCC2=C(C1C1=CC(=C(C=C1)CC1CN(C1)CCCF)F)C=CC(=C2)C(=O)O 8-(5-fluoro-2-methoxypyridin-4-yl)-9-(3-fluoro-4-((1-(3-fluoropropyl)azetidin-3-yl)methyl)phenyl)-6,7-dihydro-5H-benzo[7]annulene-3-carboxylic acid